gamma-Carboxyglutamate C(=O)(O)C(C[C@H](N)C(=O)[O-])C(=O)[O-]